5-(1-cyclopropyl-1H-pyrazol-4-yl)-2-({6-methylimidazo[1,2-a]pyridin-2-yl}methyl)-1,2-dihydro-2,7-naphthyridin-1-one C1(CC1)N1N=CC(=C1)C1=C2C=CN(C(C2=CN=C1)=O)CC=1N=C2N(C=C(C=C2)C)C1